C(#N)C=1C=C(C=CC1)N(C(=O)NC1CCC(CC1)(C)O)CC12CCC(CC1)(CC2)C2=NOC(=N2)C(C)(C)F 1-(3-cyanophenyl)-1-((4-(5-(2-fluoropropan-2-yl)-1,2,4-oxadiazol-3-yl)bicyclo[2.2.2]octan-1-yl)methyl)-3-((1R,4R)-4-hydroxy-4-methylcyclohexyl)urea